(1-((2R,5S)-2,5-diethyl-4-(4-methyl-5-oxo-4,5-dihydro-2H-pyrazolo[4,3-b]pyridin-7-yl)piperazin-1-yl)ethyl)-5-fluorobenzonitrile C(C)[C@H]1N(C[C@@H](N(C1)C=1C=2C(N(C(C1)=O)C)=CNN2)CC)C(C)C2=C(C#N)C=C(C=C2)F